2'-chloro-N-(5-(4-chloro-3-methoxybenzoyl)-5,6-dihydro-4H-pyrrolo[3,4-d]thiazol-2-yl)-5'-methoxy-6-methyl-[4,4'-bipyridine]-3-carboxamide ClC1=NC=C(C(=C1)C1=C(C=NC(=C1)C)C(=O)NC=1SC2=C(N1)CN(C2)C(C2=CC(=C(C=C2)Cl)OC)=O)OC